N[C@@H](CCCCN)C(=O)N[C@@H](CC1=CC=CC=C1)C(=O)O L-lysyl-L-phenylalanine